N1=CN=CC(=C1)C1=C(C(=O)N)C=CC=C1.[N] nitrogen (pyrimidin-5-yl)benzamide